4-(piperazin-1-yl)-N-(6-(trifluoromethyl)-2H-indazol-5-yl)-2,3-dihydro-1H-pyrrolo[2,3-b]pyridine-1-carboxamide 2,2,2-trifluoroacetate FC(C(=O)O)(F)F.N1(CCNCC1)C1=C2C(=NC=C1)N(CC2)C(=O)NC2=CC1=CNN=C1C=C2C(F)(F)F